ClC=1C=C(C(=O)NC2CCC(CC2)OCCOC)C=C(N1)N1C=NC=C1 2-chloro-6-(1H-imidazol-1-yl)-N-((1r,4r)-4-(2-methoxyethoxy)cyclohexyl)isonicotinamide